3,3-dimethyl-3-silapentan C[Si](CC)(CC)C